2-[4-[8-[4-[4-(2-aminoacetyl)piperazine-1-carbonyl]-3-chloroanilino]imidazo[1,2-a]pyrazin-3-yl]-3-(trifluoromethyl)pyrazol-1-yl]acetonitrile NCC(=O)N1CCN(CC1)C(=O)C1=C(C=C(NC=2C=3N(C=CN2)C(=CN3)C=3C(=NN(C3)CC#N)C(F)(F)F)C=C1)Cl